ClC1=C(C=C(C=C1)OC(F)(F)F)O 2-chloro-5-trifluoromethoxyphenol